tert-butyl (2-((4-(5-(4-(2-chloro-6-methylbenzamido)-4-methylpiperidin-1-yl)pyrazin-2-yl)-3-cyanopyrazolo[1,5-a]pyridin-6-yl)oxy)ethyl)carbamate ClC1=C(C(=O)NC2(CCN(CC2)C=2N=CC(=NC2)C=2C=3N(C=C(C2)OCCNC(OC(C)(C)C)=O)N=CC3C#N)C)C(=CC=C1)C